3-(3,5-difluorophenyl)-5-methyl-4H-isoxazole-5-carboxylic acid FC=1C=C(C=C(C1)F)C1=NOC(C1)(C(=O)O)C